C1(CC1)C=1OC(=CC1C(=O)OC)C1=CC=2N(C=C1)N=CC2C=2C(=NN(C2C)C)C methyl 2-cyclopropyl-5-[3-(1,3,5-trimethylpyrazol-4-yl)pyrazolo[1,5-a]pyridin-5-yl]furan-3-carboxylate